FC1=C(C(=C(C(=C1F)F)F)OC1COC1)S(=O)(=O)N(CC#C)C1=CC(=C(C=C1)OC)F 2,3,4,5-tetrafluoro-N-(3-fluoro-4-methoxyphenyl)-6-(oxetan-3-yloxy)-N-(prop-2-yn-1-yl)benzenesulfonamide